(2S,4S)-4-(4,4-difluoropiperidin-1-yl)-1-(9H-fluoren-9-ylmethoxycarbonyl)pyrrolidin-2-carboxylic acid FC1(CCN(CC1)[C@H]1C[C@H](N(C1)C(=O)OCC1C2=CC=CC=C2C=2C=CC=CC12)C(=O)O)F